FC=1C(=CC=2C3=C(NC(C2C1)=O)COC[C@@H]3N(C(=O)C=3NC(C(=CC3)C(F)(F)F)=O)C)F (R)-N-(8,9-difluoro-6-oxo-1,4,5,6-tetrahydro-2H-pyrano[3,4-c]isoquinolin-1-yl)-N-methyl-6-oxo-5-(trifluoromethyl)-1,6-dihydropyridine-2-carboxamide